cyclohexyl 8-(4-cyclopentylpiperazin-1-yl)-5,5-dimethyl-1,3,4,5-tetrahydro-2H-benzo[c]azepine-2-carboxylate C1(CCCC1)N1CCN(CC1)C=1C=CC2=C(CN(CCC2(C)C)C(=O)OC2CCCCC2)C1